C(C)C(C(=O)[O-])(CCCCC)C 2-ethyl-2-methylheptanoate